C(C)(C)(C)OC(=O)NCC(C(=O)O)C1=NC=CC=C1 3-[(tert-butoxycarbonyl)amino]-2-(pyridin-2-yl)propionic acid